FC1=C(C=CC(=C1C)OC1=CC2=C(N(N=N2)C)C=C1)NC1=NC=NC2=C1N=C(N=C2)N2CCN(C1(CC1)C2)C(C=C)=O 1-(7-(8-((2-fluoro-3-methyl-4-((1-methyl-1H-benzo[d][1,2,3]triazol-5-yl)oxy)phenyl)amino)pyrimido[5,4-d]pyrimidin-2-yl)-4,7-diazaspiro[2.5]octan-4-yl)prop-2-en-1-one